ClC=1C(=NC=C(N1)OC)C(=O)O 3-chloro-5-methoxypyrazine-2-carboxylic acid